(1s,4s)-N-isopropyl-4-(3-(2-(3-methylisoxazol-5-yl)acetamido)-1H-pyrazol-5-yl)cyclohexane-1-carboxamide C(C)(C)NC(=O)C1CCC(CC1)C1=CC(=NN1)NC(CC1=CC(=NO1)C)=O